ClC1=CC=C(C=N1)CN1\C(\C=CC=C1)=C\C(C(F)(F)F)=O (3E)-3-[1-[(6-Chloro-3-pyridyl)methyl]-2-pyridyliden]-1,1,1-trifluoropropan-2-on